1-[2-[[(9Z)-1-oxo-9-octadecen-1-yl]oxy]-1-[[[(9Z)-1-oxo-9-octadecen-1-yl]oxy]methyl]ethyl] octanedioate C(CCCCCCC(=O)[O-])(=O)OC(COC(CCCCCCC\C=C/CCCCCCCC)=O)COC(CCCCCCC\C=C/CCCCCCCC)=O